N1(N=NC2=C1C=CC=C2)OC(C[C@@H]2CC[C@H](CO2)NC(OCCCC)=O)=O butyl [(3R,6S)-6-[2-(1H-benzotriazol-1-yloxy)-2-oxoethyl]tetrahydro-2H-pyran-3-yl]carbamate